tris(4-dimethylaminophenyl)phosphine CN(C1=CC=C(C=C1)P(C1=CC=C(C=C1)N(C)C)C1=CC=C(C=C1)N(C)C)C